N-methyl(2-{5-[3-(4-fluoro-3-tolyl)-1-pyrazolyl]-7-morpholino-3H-1,3,4-triazainden-3-yl}ethyl)amine CNCCN1C=NC2=C(C=C(N=C12)N1N=C(C=C1)C=1C=C(C=CC1F)C)N1CCOCC1